BrC1=CC=2C=CC=CC2C=2C3=C(OC21)C=2C=CC=CC2C=C3 6-bromo-dinaphthofuran